((2R,3S,4R,5R)-5-(4-aminopyrrolo[2,1-f][1,2,4]triazin-7-yl)-5-cyano-3,4-dihydroxytetrahydrofuran-2-yl)methyl tetrahydro-2H-pyran-4-carboxylate O1CCC(CC1)C(=O)OC[C@H]1O[C@@]([C@@H]([C@@H]1O)O)(C#N)C1=CC=C2C(=NC=NN21)N